7-chloro-N-{3-[2-(4-chloro-3-fluorophenoxy)acetamido]bicyclo[1.1.1]pent-1-yl}-3,4-dihydro-2H-1-benzopyran-3-carboxamide ClC1=CC2=C(CC(CO2)C(=O)NC23CC(C2)(C3)NC(COC3=CC(=C(C=C3)Cl)F)=O)C=C1